(S)-isothiazolidine-3-carboxylic acid methyl ester 1,1-dioxide COC(=O)[C@H]1NS(CC1)(=O)=O